FC(C1=CC=C(C=C1)C1=CC=C(C(=O)O)C=C1)F 4-[4-(difluoromethyl)phenyl]benzoic acid